2-(1-methyl-2,6-dioxopiperidin-3-yl)-4-(((1-(piperidin-4-yl)-1H-pyrazol-4-yl)methyl)amino)isoindoline-1,3-dione CN1C(C(CCC1=O)N1C(C2=CC=CC(=C2C1=O)NCC=1C=NN(C1)C1CCNCC1)=O)=O